BrC1=NN=C(S1)NC(C(C1=CC=C(C=C1)C=1N=NN(N1)C)C1CC(CC1)(F)F)=O N-(5-Bromo-1,3,4-thiadiazol-2-yl)-2-(3,3-difluorocyclopentyl)-2-(4-(2-methyl-2H-tetrazol-5-yl)phenyl)acetamide